7-fluoro-4-(4-diethylamino-1-butylamino)quinoline FC1=CC=C2C(=CC=NC2=C1)NCCCCN(CC)CC